2-[2-cyclohexyl-5-(ethylsulfonyl)-1-methyl-1H-imidazol-4-yl]-3-methyl-6-(trifluoromethyl)-3H-imidazo[4,5-c]pyridine C1(CCCCC1)C=1N(C(=C(N1)C1=NC2=C(C=NC(=C2)C(F)(F)F)N1C)S(=O)(=O)CC)C